C(C)(=O)O[C@H]1[C@H](O[C@@H]([C@@H]([C@H]1N=[N+]=[N-])OC(C)=O)C=C=C)COC(C)=O (2R,3R,4R,5R,6R)-2-(acetoxymethyl)-4-azido-6-(propa-1,2-dien-1-yl)tetrahydro-2H-pyran-3,5-diyl diacetate